2'-Hydroxy-6'-methoxy-4-bromochalcone OC1=C(C(/C=C/C2=CC=C(C=C2)Br)=O)C(=CC=C1)OC